2-(6-(hydroxy(pyridin-3-yl)methyl)-4,5-dimethylpyridazin-3-yl)-5-(trifluoromethyl)phenol OC(C1=C(C(=C(N=N1)C1=C(C=C(C=C1)C(F)(F)F)O)C)C)C=1C=NC=CC1